4-cyano-4-(dodecylsulfanyl-thiocarbonyl)sulfanyl-pentanol C(#N)C(CCCO)(C)SC(=S)SCCCCCCCCCCCC